acetyl-coenzyme A sodium salt [Na].C(C)(=O)SCCNC(CCNC([C@@H](C(COP(OP(OC[C@@H]1[C@H]([C@H]([C@@H](O1)N1C=NC=2C(N)=NC=NC12)O)OP(=O)(O)O)(=O)O)(=O)O)(C)C)O)=O)=O